CC(COCCOCCOCCOCCOCCO)CCC 17-methyl-3,6,9,12,15-pentaoxaeicosan-1-ol